5-[[2,4-dichloro-5-(2-pyridyl)benzoyl]amino]-N-[2-[2-[[4-[4-[4-[(2,6-dioxo-3-piperidyl)amino]phenyl]piperazin-1-yl]-4-oxo-butanoyl]amino]ethoxy]ethyl]-1-phenyl-pyrazole-3-carboxamide ClC1=C(C(=O)NC2=CC(=NN2C2=CC=CC=C2)C(=O)NCCOCCNC(CCC(=O)N2CCN(CC2)C2=CC=C(C=C2)NC2C(NC(CC2)=O)=O)=O)C=C(C(=C1)Cl)C1=NC=CC=C1